4-((4-(benzyloxy)-2-methoxy-6-methylbenzoyl)oxy)-2-ethyl-3,5,6-trimethylbenzoic acid C(C1=CC=CC=C1)OC1=CC(=C(C(=O)OC2=C(C(=C(C(=O)O)C(=C2C)C)CC)C)C(=C1)C)OC